(2RS)-2-[6-[2-[4-[(4-Ethylpiperazin-1-yl)methyl]phenyl]ethynyl]-1-oxo-isoindolin-2-yl]-2-phenyl-N-thiazol-2-yl-acetamid C(C)N1CCN(CC1)CC1=CC=C(C=C1)C#CC1=CC=C2CN(C(C2=C1)=O)[C@@H](C(=O)NC=1SC=CN1)C1=CC=CC=C1 |r|